C(#N)C1=NC2=CC(=CC(=C2N=C1OCC1=CC=C(C=C1)OC)[C@@H](C)NC1=C(C(=O)OC)C=CC=C1)C methyl (R)-2-((1-(2-cyano-3-((4-methoxybenzyl)oxy)-7-methylquinoxalin-5-yl)ethyl)amino)benzoate